COC1=CC=C(C=C1)C(C=1C(OC=CC1O)=O)C1=CC=C(C=C1)OC 3-(bis(4-methoxyphenyl)methyl)-4-hydroxy-2H-pyran-2-one